ClC1=C(C=C(C=C1)NC(=O)[C@@H]1C([C@H]1C1=CC(=CC(=C1)Cl)Cl)(Cl)Cl)NC(C1=NC=C(C=C1)F)=O |r| trans-rac-N-(2-Chloro-5-(2,2-dichloro-3-(3,5-dichlorophenyl)cyclopropane-1-carboxamido)phenyl)-5-fluoropicolinamide